Ethyl 5-(4-bromo-2-fluorophenyl)-1-ethyl-1H-pyrazole-4-carboxylate BrC1=CC(=C(C=C1)C1=C(C=NN1CC)C(=O)OCC)F